tert-butyl-5-[7-chloro-6-[[4-methyl-6-(methylamino)pyrimidin-2-yl]amino]chroman-8-yl]-2-methyl-2,3,4,7-tetrahydroazepine-1-carboxylate C(C)(C)(C)OC(=O)N1C(CCC(=CC1)C=1C(=C(C=C2CCCOC12)NC1=NC(=CC(=N1)C)NC)Cl)C